oleic acid aminoxide N[O-].C(CCCCCCC\C=C/CCCCCCCC)(=O)O